(6-fluoro-2,3-dihydrobenzofuran-7-yl)boronic acid FC1=C(C2=C(CCO2)C=C1)B(O)O